COC(=O)C=1N=NN(C1)CCOCCO[Si](C)(C)C(C)(C)C.COC1=CCCCC1 1-methoxycyclohexene Methyl-1-(2-(2-((tert-butyldimethylsilyl)oxy)ethoxy)ethyl)-1H-1,2,3-triazole-4-carboxylate